C(CCCCC)C=1CCC(OC1)=O 5-hexyl-3,4-dihydro-2H-pyran-2-one